2-(4-(3-amino-1H-indazol-6-yl)-1H-pyrazol-1-yl)-N-(2-fluoro-5-(trifluoromethyl)phenyl)acetamide NC1=NNC2=CC(=CC=C12)C=1C=NN(C1)CC(=O)NC1=C(C=CC(=C1)C(F)(F)F)F